C([C@H](C(=O)O)N)S The molecule is an optically active form of cysteine having D-configuration. It is a cysteine and a D-alpha-amino acid. It is a conjugate base of a D-cysteinium. It is a conjugate acid of a D-cysteinate(1-). It is an enantiomer of a L-cysteine. It is a tautomer of a D-cysteine zwitterion.